C(C)(C)OC(N[C@H]1CC2=C(N(C=3C=CC(=CC23)C#N)CC2=NC=CC=C2)C1)=O (S)-(7-cyano-4-pyridin-2-ylmethyl-1,2,3,4-tetrahydro-cyclopenta[b]indol-2-yl)-carbamic acid isopropyl ester